1,3-Di(p-tolyl)carbodiimide C1(=CC=C(C=C1)N=C=NC1=CC=C(C=C1)C)C